2-(2-methyl-1-phenylpropyl)malononitrile CC(C(C1=CC=CC=C1)C(C#N)C#N)C